C(C)OC(=O)C1=NON=C1[N+](=O)[O-] 4-Nitro-1,2,5-oxadiazole-3-carboxylic acid ethyl ester